[Na+].[Na+].COC(CN(S(=O)(=O)[O-])S(=O)(=O)[O-])OC N-(2,2-dimethoxyethyl)imidodisulfuric acid disodium salt